tert-butyl 4-((1-(3-(2,6-bis(benzyloxy)pyridin-3-yl)-1-methyl-1H-indazol-7-yl)piperidin-4-yl)methyl)-1,4-diazepane-1-carboxylate C(C1=CC=CC=C1)OC1=NC(=CC=C1C1=NN(C2=C(C=CC=C12)N1CCC(CC1)CN1CCN(CCC1)C(=O)OC(C)(C)C)C)OCC1=CC=CC=C1